5-fluoro-2-mercaptobenzyl alcohol FC=1C=CC(=C(CO)C1)S